4-[2-[6-carbamoyl-1-[[(2S,3S,4S)-3-ethyl-4-fluoro-5-oxopyrrolidin-2-yl]methoxy]-7-methoxy-4-isoquinolyl]ethynyl]benzoic acid C(N)(=O)C=1C=C2C(=CN=C(C2=CC1OC)OC[C@H]1NC([C@H]([C@H]1CC)F)=O)C#CC1=CC=C(C(=O)O)C=C1